ClC=1C=2N(C=CC1SC=1N=C(C(=NC1)N1CCC3(CC1)[C@@H](C1=CC=CC=C1C3)NC(OC(C)(C)C)=O)CO)C=C(N2)C2=CC=C(C=C2)OC tert-butyl (S)-(1'-(5-((8-chloro-2-(4-methoxyphenyl)imidazo[1,2-a]pyridin-7-yl)thio)-3-(hydroxymethyl)pyrazin-2-yl)-1,3-dihydrospiro[indene-2,4'-piperidine]-1-yl)carbamate